BrC(C(=O)NC=1C=CC=C2C=C(NC12)C(=O)OCC)C ethyl 7-(2-bromopropanoylamino)-1H-indole-2-carboxylate